Diethyl {[(2-chloropyridin-3-yl)amino]methylene}malonate ClC1=NC=CC=C1NC=C(C(=O)OCC)C(=O)OCC